ClC=1C=C(C=CC1OC)C=1C=C2C(=NN(C2=CC1)C1=CC(=C(C=C1)F)OC)C(=O)N(C)C 5-(3-chloro-4-methoxy-phenyl)-1-(4-fluoro-3-methoxy-phenyl)-N,N-dimethyl-indazole-3-carboxamide